2-(((2s,4s,6s)-6-((4-fluoro-1-methyl-1H-benzo[d]imidazol-2-yl)amino)spiro[3.3]heptan-2-yl)oxy)nicotinamide FC1=CC=CC=2N(C(=NC21)NC2CC1(CC(C1)OC1=C(C(=O)N)C=CC=N1)C2)C